3,6-Bis(dimethylamino)-1,9-dimethylthioxanthylium CN(C=1C=C(C2=C(C3=CC=C(C=C3[S+]=C2C1)N(C)C)C)C)C